(S)-N-((R or S)-(3-chloro-4-fluorophenyl)(5-(trifluoromethyl)-1H-pyrazol-3-yl)methyl)2-oxoimidazolidine-4-carboxamide PHOSPHATE P(=O)(O)(O)O.ClC=1C=C(C=CC1F)[C@@H](NC(=O)[C@H]1NC(NC1)=O)C1=NNC(=C1)C(F)(F)F |o1:13|